C(#N)C1=CC=C(S1)S(=O)(=O)NC(C(C)(C)C)C1=CC=C(C=C1)F 5-Cyano-N-(1-(4-fluorophenyl)-2,2-dimethylpropyl)thiophene-2-sulfonamide